5-(4-(2-(6-((1,4-Dioxan-2-yl)methoxy)-3-ethyl-4-hydroxypyridin-2-yl)ethyl)phenoxy)-pentanoic acid O1C(COCC1)COC1=CC(=C(C(=N1)CCC1=CC=C(OCCCCC(=O)O)C=C1)CC)O